(S)-1-(4-(difluoromethoxy)benzyl)-3-((difluoromethoxy)methyl)piperazine FC(OC1=CC=C(CN2C[C@H](NCC2)COC(F)F)C=C1)F